C(C)OC=1C=C(C=CC1OC)[C@@H](CS(=O)(=O)C)N1C(C2=CC(=CC(=C2C1=O)[N+](=O)[O-])I)=O (S)-2-(1-(3-ethoxy-4-methoxyphenyl)-2-(methylsulfonyl)ethyl)-6-iodo-4-nitroisoindoline-1,3-dione